[Si](C)(C)(C(C)(C)C)OC1=CC=C(C=C1)C1C[C@]2([C@H]([C@@H]3CCC4=CC5(OCCO5)CCC4=C13)CCC2=O)C (3aS,3bS,11R,11aS)-10-{4-[(tert-butyldimethylsilyl)oxy]phenyl}-11a-methyl-2,3,3a,3b,4,5,8,9,10,11-decahydrospiro[cyclopenta[a]phenanthrene-7,2'-[1,3]dioxolan]-1-one